3-(N-(5-cyano-2-(pyrrol-1-yl)phenyl)sulfamoyl)-4-ethylbenzoic Acid C(#N)C=1C=CC(=C(C1)NS(=O)(=O)C=1C=C(C(=O)O)C=CC1CC)N1C=CC=C1